5-[[4-(2-hydroxyethyl)anilino]methyl]-3-methyl-1-phenyl-pyrazole OCCC1=CC=C(NCC2=CC(=NN2C2=CC=CC=C2)C)C=C1